N1N=CC2=NC=C(C=C21)NC2=NC=C(C(=N2)C2=CNC1=C(C=CC=C21)NC([C@@H](COC)N2CCN(CC2)C)=O)F (R)-N-(3-(2-((1H-pyrazolo[4,3-b]pyridin-6-yl)amino)-5-fluoropyrimidin-4-yl)-1H-indol-7-yl)-3-methoxy-2-(4-methylpiperazin-1-yl)propanamide